N[C@H](C(=O)OCCNP(=O)(OC1=CC=CC=C1)OC[C@]1(O[C@H]([C@@H]([C@@H]1O)O)C1=CC=C2C(=NC=NN21)N)C#N)C(C)C (2S)-2-(((((2R,3S,4R,5S)-5-(4-aminopyrrolo[2,1-f][1,2,4]triazin-7-yl)-2-cyano-3,4-dihydroxytetrahydrofuran-2-yl)methoxy)(phenoxy)phosphoryl)amino)ethyl 2-amino-3-methylbutanoate